C(=O)(OCC1C2=CC=CC=C2C2=CC=CC=C12)N[C@H]([C@@H](O)C)CO Fmoc-D-Threoninol